2,6-dimethyl-3-benzoyloxy-4H-pyrido[1,2-a]pyrimidin-4-one CC=1N=C2N(C(C1OC(C1=CC=CC=C1)=O)=O)C(=CC=C2)C